O[C@H](C(=O)NN)C1=CC=CC=C1 (S)-2-hydroxy-2-phenylacetylhydrazine